C(#N)C=1C=C(C=CC1)C#C\C=C/1\C(CN(CC1)C(=O)OCC)(C)C ethyl (4E)-4-[3-(3-cyanophenyl)prop-2-yn-1-ylidene]-3,3-dimethylpiperidine-1-carboxylate